di-t-butyl-phosphine selenide C(C)(C)(C)P(C(C)(C)C)=[Se]